CN(C(=O)C1=NC=CC=C1Cl)CC=1C=NC=C(C1)C=1C=C2CCC(NC2=CC1)=O 3-chloropyridine-2-carboxylic acid methyl-[5-(2-oxo-1,2,3,4-tetrahydro-quinolin-6-yl)-pyridin-3-ylmethyl]-amide